(S)-methyl 2-((tert-butoxycarbonyl)amino)-4-((S)-4,4,4-trifluorobutylsulfonimidoyl)butanoate C(C)(C)(C)OC(=O)N[C@H](C(=O)OC)CC[S@](=O)(=N)CCCC(F)(F)F